ClC1=CC=C2C(=NC=3N(C2=C1)C=NN3)N(C=3C=C(C=CC3)C3=CC=C(C=C3)C(C(F)(F)F)O)C (3'-((8-chloro-[1,2,4]triazolo[4,3-a]quinazolin-5-yl)(methyl)amino)-[1,1'-biphenyl]-4-yl)-2,2,2-trifluoroethan-1-ol